C(#N)C=1C=NN2C1C(=CC(=C2)OCC(C)(C)O)C=2C=CC(=NC2)N2C[C@@H]1[C@H](C2)CC(C1)(C)NC=O N-((3aR,5s,6aS)-2-(5-(3-cyano-6-(2-hydroxy-2-methylpropoxy)pyrazolo[1,5-a]pyridin-4-yl)pyridin-2-yl)-5-methyloctahydrocyclopenta[c]pyrrol-5-yl)formamide